3-(4-Iodo-5-methyl-1H-imidazol-1-yl)-5-methylpyridine IC=1N=CN(C1C)C=1C=NC=C(C1)C